CN1N=CC(=C1C1=NC=CC(=C1C=O)NC(OC(C)(C)C)=O)C tert-butyl [2-(1,4-dimethyl-1H-pyrazol-5-yl)-3-formylpyridin-4-yl]carbamate